FC1(CC(C1)(C1=NN=CN1C)C=1C=C(C=CC1)NC(=O)C=1C(N(C=C(C1)CNCC(C)C)CC(F)(F)F)=O)F N-(3-(3,3-difluoro-1-(4-methyl-4H-1,2,4-triazol-3-yl)cyclobutyl)phenyl)-5-((isobutylamino)methyl)-2-oxo-1-(2,2,2-trifluoroethyl)-1,2-dihydropyridine-3-carboxamide